2-amino-3-(dimethylamino)pyrazine NC1=NC=CN=C1N(C)C